N-((1S,3R)-3-(5-amino-4-carbamoyl-3-(4-((5-fluoro-2-methoxy-benzamido)methyl)phenyl)-1H-pyrazol-1-yl)cyclohexyl)-N-methyl-1H-1,2,4-triazole-1-carboxamide NC1=C(C(=NN1[C@H]1C[C@H](CCC1)N(C(=O)N1N=CN=C1)C)C1=CC=C(C=C1)CNC(C1=C(C=CC(=C1)F)OC)=O)C(N)=O